OCC12C3(CCC(C2CCC1)C3)CO Bis(hydroxymethyl)tricyclo[5.2.1.02,6]decan